2-hydroxy-6-((4-(2-(2-hydroxyethyl)nicotinoyl)morpholin-3-yl)methoxy)benzaldehyde OC1=C(C=O)C(=CC=C1)OCC1N(CCOC1)C(C1=C(N=CC=C1)CCO)=O